2-methyl-oxetan-3-one CC1OCC1=O